N-{[3-(pyrrolidine-1-carbonyl)oxacyclohexan-3-yl]methyl}-4H,5H,6H,7H,8H,9H-cycloocta[b]thiophene-2-carboxamide N1(CCCC1)C(=O)C1(COCCC1)CNC(=O)C1=CC2=C(S1)CCCCCC2